3-(1,1-difluoroethyl)-1-ethyl-1H-pyrazole FC(C)(F)C1=NN(C=C1)CC